C(#N)C=1C=CC(=C2C=CC=NC12)N1C[C@@]2(C[C@@]2(C1)C(F)(F)F)C(=O)N[C@@H]1CC[C@@H](CC1)N1CCOCC1 (1S,5R)-3-(8-cyanoquinolin-5-yl)-N-(cis-4-morpholinocyclohexyl)-5-(trifluoromethyl)-3-azabicyclo[3.1.0]hexane-1-carboxamide